tert-butyl (((3S,5S)-5-((4,4''-difluoro-[1,1':3',1''-terphenyl]-5'-carboxamido) methyl)-1-methylpyrrolidin-3-yl)methyl)carbamate FC1=CC=C(C=C1)C1=CC(=CC(=C1)C(=O)NC[C@@H]1C[C@H](CN1C)CNC(OC(C)(C)C)=O)C1=CC=C(C=C1)F